2,6-bis(3,4-dicarboxyphenylcarbonyloxy)naphthalene C(=O)(O)C=1C=C(C=CC1C(=O)O)C(=O)OC1=CC2=CC=C(C=C2C=C1)OC(=O)C1=CC(=C(C=C1)C(=O)O)C(=O)O